NN([C@@H](C)C(=O)O)C(=O)OCC1C2=CC=CC=C2C2=CC=CC=C12 amino-Fmoc-alanine